tert-butyl (2S)-2-[2-[6-[[5-(4-fluorophenyl)thiazol-2-yl]amino]imidazo[4,5-c]pyridin-1-yl]ethylcarbamoyl]pyrrolidine-1-carboxylate FC1=CC=C(C=C1)C1=CN=C(S1)NC1=CC2=C(C=N1)N=CN2CCNC(=O)[C@H]2N(CCC2)C(=O)OC(C)(C)C